2-((4-Amino-3-(4-hydroxyphenyl)-1H-pyrazolo[3,4-d]pyrimidin-1-yl)methyl)-5-ethynyl-3-(2-trifluoromethylbenzyl)quinazolin-4(3H)-one NC1=C2C(=NC=N1)N(N=C2C2=CC=C(C=C2)O)CC2=NC1=CC=CC(=C1C(N2CC2=C(C=CC=C2)C(F)(F)F)=O)C#C